(2S,3R)-3-((2-aminopyridin-4-yl)methyl)-N2-(1-methyl-1H-imidazol-2-yl)-N1-((R)-1-(2-fluoro-3,4-dimethylphenyl)propyl)-N2-methyl-4-oxoazetidine-1,2-dicarboxamide NC1=NC=CC(=C1)C[C@@H]1[C@H](N(C1=O)C(=O)N[C@H](CC)C1=C(C(=C(C=C1)C)C)F)C(=O)N(C)C=1N(C=CN1)C